N-(1-(1-(2,4-bis(trifluoromethyl)phenyl)ethyl)-1H-pyrazol-4-yl)-2-(furan-2-yl)thiazole-5-carboxamide FC(C1=C(C=CC(=C1)C(F)(F)F)C(C)N1N=CC(=C1)NC(=O)C1=CN=C(S1)C=1OC=CC1)(F)F